C(C=C)(=O)OCCOC1=C(C=C(C=C1)C(C)C)C1=CC=CC=C1 2-(para-isopropylphenyl-phenoxy)-ethyl acrylate